6-(cyclopropanecarboxamido)-N-methyl-4-((6-methyl-5,6-dihydrobenzo[h][1,6]naphthyridin-7-yl)amino)pyridazine-3-carboxamide C1(CC1)C(=O)NC1=CC(=C(N=N1)C(=O)NC)NC1=CC=CC2=C1N(CC=1C=CC=NC21)C